[Sn](Br)(Br)(Br)Br.CNC dimethyl-amine tin bromide